(3R,5S)-tert-butyl 3-(dimethylamino)-5-methylpiperidine-1-carboxylate CN([C@H]1CN(C[C@H](C1)C)C(=O)OC(C)(C)C)C